C(C)OC(=O)C=1NC=2C3=C(CCC2C1C)C=CC=C3 3-methyl-4,5-dihydro-1H-benzo[g]indole-2-carboxylic acid ethyl ester